3-methyl-5-(5-(3,4,5-trichlorophenyl)-5-(trifluoromethyl)-4,5-dihydro-isoxazol-3-yl)thiophene-2-benzoic acid CC1=C(SC(=C1)C1=NOC(C1)(C(F)(F)F)C1=CC(=C(C(=C1)Cl)Cl)Cl)C1=CC=CC=C1C(=O)O